C1=C(C=CC2=CC=CC=C12)N(S(=O)(=O)C1=CC=C(C)C=C1)C#N N-beta-naphthyl-N-cyano-p-toluenesulfonamide